Methyl 9-(4-((1-(3-fluoropropyl)azetidin-3-yl)methyl)phenyl)-7-methyl-6,7-dihydro-5H-benzo[7]annulene-3-carboxylate FCCCN1CC(C1)CC1=CC=C(C=C1)C1=CC(CCC2=C1C=CC(=C2)C(=O)OC)C